[Zn+2].C(CCCCCCCCCCCCCCCCCCCCC)(=O)[O-].C(CCCCCCCCCCCCCCCCCCCCC)(=O)[O-] behenic acid zinc salt